4-(2-acryloyl-2,6-diazaspiro[3.4]octan-6-yl)-6-(5-methyl-1H-indazol-4-yl)pyrimidine-2,5-dicarbonitrile C(C=C)(=O)N1CC2(C1)CN(CC2)C2=NC(=NC(=C2C#N)C2=C1C=NNC1=CC=C2C)C#N